C(C=C)OC=1C=CC(=C(C1)N1C(NC(CC1)=O)=O)C 1-(5-(allyloxy)-2-methylphenyl)dihydropyrimidine-2,4(1H,3H)-dione